2-(2-(cyclopropanesulfonamido)thiazol-4-yl)-N-(4-(6-(2-(dimethylamino)ethoxy)pyrazin-2-yl)phenyl)-2-methylpropanamide C1(CC1)S(=O)(=O)NC=1SC=C(N1)C(C(=O)NC1=CC=C(C=C1)C1=NC(=CN=C1)OCCN(C)C)(C)C